1,2,5,6-tetraglycidyl-oxynaphthalene C(C1CO1)OC1=C(C=CC2=C(C(=CC=C12)OCC1CO1)OCC1CO1)OCC1CO1